CC1=C(C2=C(C(=N1)NC)CN(C2)C(CC2CN(C2)C2=NC=NC=C2)=O)C 1-[6,7-dimethyl-4-(methylamino)-1,3-dihydro-2H-pyrrolo[3,4-c]pyridin-2-yl]-2-[1-(pyrimidin-4-yl)azetidin-3-yl]ethanone